2-(2-((3R,4R)-3-Amino-4-fluoropiperidin-1-yl)-5,6-difluoro-1H-benzo[d]imidazol-1-yl)-N-methyl-N-propylacetamid N[C@@H]1CN(CC[C@H]1F)C1=NC2=C(N1CC(=O)N(CCC)C)C=C(C(=C2)F)F